C(CC)NC(O[C@@H]1C[C@@H](CC1)C1=CC(=NN1)NC(CC1=CC(=NC=C1O)OC)=O)=O (1S,3R)-3-(3-{[(5-hydroxy-2-methoxypyridin-4-yl)acetyl]amino}-1H-pyrazol-5-yl)cyclopentyl propylcarbamate